(3S)-3-(5-chloro-4-fluoro-2',6'-dimethyl-[1,1'-biphenyl]-3-yl)-3-(2-(3-fluoro-5-(2-(3-fluoroazetidin-1-yl)ethyl)-2-oxopyridin-1(2H)-yl)-4-methylpentanamido)propanoic acid ClC=1C(=C(C=C(C1)C1=C(C=CC=C1C)C)[C@H](CC(=O)O)NC(C(CC(C)C)N1C(C(=CC(=C1)CCN1CC(C1)F)F)=O)=O)F